(E)-1-(3-chloropyridin-2-yl)-N-(4-cyano-2-((hydroxyimino)methyl)-6-methylphenyl)-3-(trifluoromethyl)-1H-pyrazole-5-carboxamide ClC=1C(=NC=CC1)N1N=C(C=C1C(=O)NC1=C(C=C(C=C1C)C#N)/C=N/O)C(F)(F)F